FC1=CC=C(COC2=CC=C3CCNCC3=C2)C=C1 7-((4-Fluorobenzyl)oxy)-1,2,3,4-tetrahydroisoquinoline